ClC1=CC2=C(C=N1)C=C(N2C)C2=NC(=NC=C2)C(=C)C 6-chloro-1-methyl-2-(2-(prop-1-en-2-yl)pyrimidin-4-yl)-1H-pyrrolo[3,2-c]Pyridine